C(C)(C)(C)[Pd-](C1=CC=C(C=C1)N(C)C)C(C)(C)C di-tert-butyl-(4-dimethylaminophenyl)palladium (II)